C(C)OC(=O)C1(CC(=NO1)C1=CC=C(C=C1)C(F)(F)F)C(=O)OCC 3-(4-(trifluoromethyl)phenyl)isoxazole-5,5(4H)-dicarboxylic acid diethyl ester